CC=1SC2=C(N1)C=CC(=C2)C=O 2-Methylbenzo[d]thiazole-6-carbaldehyde